2-(2-ethoxy-5-((3-((3-hydroxypropyl)(methyl)amino)azetidin-1-yl)sulfonyl)phenyl)-5-methyl-7-propylimidazo[5,1-f][1,2,4]triazin-4(3H)-one C(C)OC1=C(C=C(C=C1)S(=O)(=O)N1CC(C1)N(C)CCCO)C1=NN2C(C(N1)=O)=C(N=C2CCC)C